8-[2,6-difluoro-4-[5-methyl-3-(4-pyridyl)-1H-pyrazol-4-yl]phenyl]-2,8-diazaspiro[4.5]decan-3-one FC1=C(C(=CC(=C1)C=1C(=NNC1C)C1=CC=NC=C1)F)N1CCC2(CC(NC2)=O)CC1